ClC1=CC=C2C(=C1)NC([C@@]21N(C(C=2N=C(N(C21)C(C)C)C=2C(=NC(=NC2)C2CC2)OC)=O)C2=C(C=CC(=C2)Cl)C)=O (R)-6-chloro-5'-(5-chloro-2-methylphenyl)-2'-(2-cyclopropyl-4-methoxypyrimidin-5-yl)-3'-isopropyl-3'H-spiro[dihydroindole-3,4'-pyrrolo[3,4-d]imidazole]-2,6'(5'H)-dione